5-(4-((4-((5-(Trifluoromethyl)pyridin-2-yl)amino)piperidin-1-yl)sulfonyl)phenyl)benzo-[d]oxazol-2(3H)-one FC(C=1C=CC(=NC1)NC1CCN(CC1)S(=O)(=O)C1=CC=C(C=C1)C=1C=CC2=C(NC(O2)=O)C1)(F)F